tert-butyl N-[[3-(hydroxymethyl)-4-pyridyl]methyl]-N-methyl-carbamate OCC=1C=NC=CC1CN(C(OC(C)(C)C)=O)C